(3S,6R)-1-methyl-6-propyl-3-piperidinol CN1C[C@H](CC[C@H]1CCC)O